C1(=CC=CC=C1)N1CCN(CC1)CCCC1NCC=2C=CC=C(C12)C(=O)N 3-(4-phenyl-piperazin-1-yl-propyl)-2,3-dihydro-1H-isoindole-4-carboxylic acid amide